tert-butyl ((5-chloro-2-phenyl-4-(4,4,5,5-tetramethyl-1,3,2-dioxaborolan-2-yl)-2,3-dihydrobenzofuran-2-yl)methyl)carbamate ClC=1C=CC2=C(CC(O2)(C2=CC=CC=C2)CNC(OC(C)(C)C)=O)C1B1OC(C(O1)(C)C)(C)C